tert-butyl 4-[(4-iodophenyl)methyl]piperazine-1-carboxylate IC1=CC=C(C=C1)CN1CCN(CC1)C(=O)OC(C)(C)C